FC=1C=C(C=C(C1NS(=O)(=O)C)F)[C@@H](C)NC(C=CC=1C(=NC(=CC1)C(F)(F)F)CCC)=O (R)-N-[1-(3,5-difluoro-4-methanesulfonylamino-phenyl)-ethyl]-3-(2-propyl-6-trifluoromethyl-pyridin-3-yl)-acrylamide